tert-butyl (5-(2-(((1r,4r)-4-((4-(5-(cyclopropylmethyl)-1-methyl-1H-pyrazol-4-yl)-5-fluoropyrimidin-2-yl)amino)cyclohexyl)amino)acetamido)pentyl)carbamate C1(CC1)CC1=C(C=NN1C)C1=NC(=NC=C1F)NC1CCC(CC1)NCC(=O)NCCCCCNC(OC(C)(C)C)=O